FC=1SC=CC1NC(=O)[C@H]1C(N(C[C@@H]1C1=CC(NN1C)Cl)C)=O (3S,4R)-N-(2-fluoro-3-thienyl)-1-methyl-4-[1-methyl-3-(chloro)-3H-pyrazol-5-yl]-2-oxo-pyrrolidine-3-carboxamide